ClC=1C=CC(=C(C(=O)N[C@H](C(C(=O)NC)=O)C[C@H]2C(N[C@@H](C2)C)=O)C1)NC(C(C)C=1N=CSC1)=O 5-chloro-N-[(1S)-3-(methylamino)-1-[[(3S,5R)-5-methyl-2-oxo-pyrrolidin-3-yl]methyl]-2,3-dioxo-propyl]-2-(2-thiazol-4-ylpropanoylamino)benzamide